3-(6-chloropyridazin-3-yl)-5,6-dihydro-8H-[1,2,4]triazolo[3,4-c][1,4]oxazine ClC1=CC=C(N=N1)C1=NN=C2COCCN21